C1(=CC=CC=C1)[C@@H](C)N (R)-1-phenylethanamine